N-[3-[1-(4-chlorophenyl)triazol-4-yl]-1-bicyclo[1.1.1]pentanyl]-5-(1-methylsulfonylcyclopropyl)furan-2-carboxamide ClC1=CC=C(C=C1)N1N=NC(=C1)C12CC(C1)(C2)NC(=O)C=2OC(=CC2)C2(CC2)S(=O)(=O)C